N-(5-methylisoxazol-3-yl)benzo[d][1,3]dioxole-5-carboxamide CC1=CC(=NO1)NC(=O)C1=CC2=C(OCO2)C=C1